2-(cyclopent-3-en-1-yl)-5-methoxyisoindolin-1-one C1(CC=CC1)N1C(C2=CC=C(C=C2C1)OC)=O